2-[1-[4-(6-butylpyrazin-2-yl)-2,6-difluoro-phenyl]-4-piperidinyl]acetic acid C(CCC)C1=CN=CC(=N1)C1=CC(=C(C(=C1)F)N1CCC(CC1)CC(=O)O)F